2-(hydroxymethyl)azetidine-1-carboxamide OCC1N(CC1)C(=O)N